Cl.Cl.N[C@]1(C(CC[C@H](C1)CCB(O)O)N(C)C)C(=O)O |r| rac-(1R,5R)-1-amino-5-(2-boronoethyl)-2-(dimethylamino)cyclohexane-1-carboxylic acid dihydrochloride